7-(2-{5-[(1R,4R,7R)-7-amino-2-azabicyclo[2.2.1]heptane-2-carbonyl]-7-methoxy-1-methyl-1H-1,3-benzodiazol-2-yl}-1-(cyclopropylmethyl)-1H-indol-6-yl)-1,2-dihydroquinolin-2-one N[C@H]1[C@@H]2N(C[C@H]1CC2)C(=O)C2=CC1=C(N(C(=N1)C=1N(C3=CC(=CC=C3C1)C1=CC=C3C=CC(NC3=C1)=O)CC1CC1)C)C(=C2)OC